O1C2=C(N(CC1)C(=O)C=1C=C(C=NC1)C=1C=NC(=CC1)F)C=CC=C2 (2,3-Dihydro-4H-benzo[b][1,4]oxazin-4-yl)(6'-fLuoro-[3,3'-bipyridin]-5-yl)-methanone